ClC=1C(=NN(C1)C1OCCCC1)B1OC(C(O1)(C)C)(C)C 4-chloro-1-tetrahydropyran-2-yl-3-(4,4,5,5-tetramethyl-1,3,2-dioxaborolan-2-yl)pyrazole